BrC1=C(C=C2C(=NC(=NC2=C1)Cl)N1[C@H](CN(CC1)C(=O)OC(C)(C)C)C)Cl tert-butyl (3S)-4-(7-bromo-2,6-dichloro-quinazolin-4-yl)-3-methyl-piperazine-1-carboxylate